[N+](#[C-])C1=CC=C(C=C1)[N+]#[C-] 1,4-Diisocyanobenzene